isovaleryl acrylate C(C=C)(=O)OC(CC(C)C)=O